(RS)-2-(4-(6-cyanonicotinamido)phenyl)morpholin-4-ium chloride [Cl-].C(#N)C1=NC=C(C(=O)NC2=CC=C(C=C2)[C@@H]2C[NH2+]CCO2)C=C1 |r|